O[C@H]([C@@H](C(=O)O)NC([C@H](C(C)C)NC(CC[C@@H](C)[C@H]1CC[C@H]2[C@@H]3CC[C@@H]4C[C@@H](CC[C@@]4([C@H]3CC[C@]12C)C)O)=O)=O)C (2S,3S)-3-hydroxy-2-((S)-2-((R)-4-((3R,5R,8R,9S,10S,13R,14S,17R)-3-hydroxy-10,13-dimethyl-hexadecahydro-1H-cyclopenta[a]phenanthren-17-yl)pentanamido)-3-methylbutanamido)butanoic acid